CC1(OC2=C(C1)C(=C(C(=C2C)C)S(=O)(=O)NC(NCCC[C@H](N)C(=O)O)=N)C)C Nω-((2,2,4,6,7-pentamethyl-2,3-dihydrobenzofuran-5-yl)sulfonyl)arginine